C(C)(C)(C)OC(=O)N(C=1C=C(C(=NC1)N1N=CC(=N1)C(=O)OC)Cl)C(=O)OC(C)(C)C methyl 2-[5-[bis(tert-butoxycarbonyl)amino]-3-chloro-2-pyridyl]triazole-4-carboxylate